(R)-2,2-difluoro-1-(2-methoxyphenyl)ethan-1-amine FC([C@H](N)C1=C(C=CC=C1)OC)F